C1(CCCC1)[C@@H](CC#N)N1N=CC(=C1)C=1C2=C(N=C(N1)NC1=CC=C(C=C1)C1CCNCC1)NC=C2 (R)-3-Cyclopentyl-3-(4-(2-((4-(piperidin-4-yl)phenyl)amino)-7H-pyrrolo[2,3-d]pyrimidin-4-yl)-1H-pyrazol-1-yl)propanenitrile